BrC1=C(C(=CC=C1)F)C=1N=C2N(C=CC(=C2)C(=O)OC)C1Cl methyl 2-(2-bromo-6-fluorophenyl)-3-chloroimidazo[1,2-a]pyridine-7-carboxylate